Boc-4-nitro-D-phenylalanine C(=O)(OC(C)(C)C)N[C@H](CC1=CC=C(C=C1)[N+](=O)[O-])C(=O)O